C(#N)C1=CN=C(N1)C(=O)NC1=C(C=C(C=C1)C1=CC2(CCC(C1)(O2)C)C)C2=CCC(CC2)(C)C 5-cyano-N-[2-(4,4-dimethylcyclohexen-1-yl)-4-[1,5-dimethyl-8-oxabicyclo[3.2.1]oct-2-en-3-yl]phenyl]-1H-imidazole-2-carboxamide